C=C1C2CCC(C1=C)CC2 2,3-bis(methylene)-bicyclo[2.2.2]Octane